OC=1C(C=CN2C1C(N(C(C2)=O)C(C)C)=O)=O 9-hydroxy-2-isopropyl-1H-pyrido[1,2-a]pyrazine-1,3,8(2H,4H)-trione